(1S,3R,5S)-3-{[(benzyloxy)carbonyl]amino}-5-methoxycyclohexane-1-carboxylic acid C(C1=CC=CC=C1)OC(=O)N[C@@H]1C[C@@H](C[C@@H](C1)OC)C(=O)O